[Li].N(=NC(C#N)(C)C)C(C#N)(C)C (azodiisobutyronitrile), lithium salt